ethyl 5-(2-methoxyethoxy)-4-(methoxymethyl)-9H-pyrido[3,4-b]indole-3-carboxylate COCCOC1=C2C3=C(NC2=CC=C1)C=NC(=C3COC)C(=O)OCC